N-(1-cyclopropyl-2-oxo-1,2-dihydropyridin-3-yl)-2-(1-(fluoromethyl)-2-oxabicyclo[2.2.1]hept-4-yl)-7-isopropoxyimidazo[1,2-a]pyrimidine-6-carboxamide C1(CC1)N1C(C(=CC=C1)NC(=O)C=1C(=NC=2N(C1)C=C(N2)C21COC(CC2)(C1)CF)OC(C)C)=O